IC1=CC2=C(C(C3=C(N(S2(=O)=O)C)C=CC=C3)NCCCCC(=O)O)C=C1 5-((3-iodo-6-methyl-5,5-dioxido-6,11-dihydrodibenzo[c,f][1,2]thiazepine-11-yl)amino)pentanoic acid